sulfonyl-1H-pyrrole-2-carboxylate S(=O)(=O)=C1C(NC=C1)C(=O)[O-]